OC1OC(C2=CC=C(C=C12)F)=O 3-hydroxy-5-fluoroisobenzofuran-1(3H)-one